6-Hydroxythieno[2,3-b]pyridine-2-carboxylic acid ethyl ester C(C)OC(=O)C1=CC=2C(=NC(=CC2)O)S1